N-[(6-ethoxy-2,3-difluorophenyl)methyl]-4-fluoro-2-methoxy-5-nitroaniline C(C)OC1=CC=C(C(=C1CNC1=C(C=C(C(=C1)[N+](=O)[O-])F)OC)F)F